N-(1-(6-((1R,5S,6s)-6-amino-3-azabicyclo[3.1.0]hexan-3-yl)-5,6,7,8-tetrahydronaphthalen-2-yl)-2-oxo-1,2-dihydropyrimidin-4-yl)piperazine-1-Carboxamide Hydrochloride Salt Cl.NC1[C@@H]2CN(C[C@H]12)C1CC=2C=CC(=CC2CC1)N1C(N=C(C=C1)NC(=O)N1CCNCC1)=O